COC1=C(CNC=2C3=C(N=CN2)N(C(C=C3)=O)C(C)C)C=CC(=C1)OC 4-[(2,4-dimethoxybenzyl)amino]-8-(propan-2-yl)pyrido[2,3-d]pyrimidin-7(8H)-one